1,2-dicyanoethene-1,2-dithiolate C(#N)C(=C([S-])C#N)[S-]